7,8-difluoro-N-methyl-N-phenyl-[1,2,4]triazolo[4,3-a]quinazolin-5-amine FC=1C=C2C(=NC=3N(C2=CC1F)C=NN3)N(C3=CC=CC=C3)C